COC(C1=C(C(=CC(=C1)C1=NN=C(N1)CC)C1CCC1)CC)=O cyclobutyl-2-ethyl-5-(5-ethyl-4H-1,2,4-triazol-3-yl)benzoic acid methyl ester